1-[6-[4-[3-chloro-2-fluoro-4-[[(2R)-tetrahydrofuran-2-yl]methoxy]anilino]pyrido[3,2-d]pyrimidin-6-yl]-1,6-diazaspiro[3.3]heptan-1-yl]prop-2-en-1-one ClC=1C(=C(NC=2C3=C(N=CN2)C=CC(=N3)N3CC2(CCN2C(C=C)=O)C3)C=CC1OC[C@@H]1OCCC1)F